N-{(2S,3R,4S)-1-(cyclopropanecarbonyl)-4-fluoro-2-[(2,2',3'-trifluoro[1,1'-biphenyl]-3-yl)methyl]pyrrolidin-3-yl}methane-sulfonamide C1(CC1)C(=O)N1[C@H]([C@H]([C@H](C1)F)NS(=O)(=O)C)CC=1C(=C(C=CC1)C1=C(C(=CC=C1)F)F)F